Carbon Water O.[C]